OC1=NOC2=C(C=C1)C=CC(=C2O)CNCC(C)O 3,9-dihydroxy-8-(((2-hydroxypropyl)amino)methyl)benzo[5,6]oxazepin